P(=O)(OCCCCCCCCCC)(OCCCCCCCCCC)OCCCCCCCCCC tri-(n-decyl) phosphate